Tin tetrabutoxid [O-]CCCC.[O-]CCCC.[O-]CCCC.[O-]CCCC.[Sn+4]